C(C)(C)(C)C=1C=C(C(=O)Cl)C=C(C1O)C(C)(C)C 3,5-di-tert-butyl-4-hydroxy-benzoyl chloride